N1C=CC2=CC(=CC=C12)C(=O)P([O-])([O-])=O indole-5-carbonylphosphonate